[C@H](C)(CC)[C@@H]1N(CC2=C(NC1=O)C=CC=C2)C(=O)C=2N=CC(=NC2)C(=O)N 5-((S)-3-((S)-sec-butyl)-2-oxo-2,3,4,5-tetrahydro-1H-benzo[e][1,4]diazepine-4-carbonyl)pyrazine-2-carboxamide